tert-Butyl 3-(7-chloro-8-fluoro-5-methyl-2-(methylthio)pyrido[4,3-d]pyrimidin-4-yl)-1-((methoxy-d3) Methyl)-3,8-diazabicyclo[3.2.1]octane-8-carboxylate ClC1=C(C=2N=C(N=C(C2C(=N1)C)N1CC2(CCC(C1)N2C(=O)OC(C)(C)C)COC([2H])([2H])[2H])SC)F